O[C@@H]1CN(CC[C@@]12NCC1=CC=CC=C1C2)C(=O)C=2N=C1N(C=C(C=N1)C1C(C1)C)C2 [(3R,3'R)-3'-hydroxy-1,4-dihydro-1'H,2H-spiro[isoquinoline-3,4'-piperidin]-1'-yl][6-(2-methylcyclopropyl)imidazo[1,2-a]pyrimidin-2-yl]methanone